2-((1S,3R)-3-(2,2-dimethoxyethyl)-2,2-dimethylcyclopropyl)-3-methylcyclopent-2-en-1-one COC(C[C@H]1C([C@H]1C=1C(CCC1C)=O)(C)C)OC